C(C)(C)(C)OC(=O)N1CCC(CC1)(O)C#CC(=O)O 3-(1-(tert-butoxycarbonyl)-4-hydroxypiperidin-4-yl)propiolic acid